5,5-dimethyl-imidazolidine CC1(CNCN1)C